BrC(=C(F)F)C(F)F 2-bromo-1,1,3,3-tetrafluoropropene